ClC1=CC=C(C=C1)C1(CC1)O p-chlorophenyl-cyclopropyl alcohol